(R)-10-ethyl-6-fluoro-2-methyl-7-(6-(3-(piperidin-1-yl)propoxy)pyridin-3-yl)-9,10-dihydro-8-oxa-2,4,10a-triazanaphtho[2,1,8-cde]azulene-1(2H)-one C(C)[C@@H]1COC2=C3C4=C(N(C(N14)=O)C)C=NC3=CC(=C2C=2C=NC(=CC2)OCCCN2CCCCC2)F